[GeH2](Cl)Cl Germylene dichloride